C(#N)[C@H](C[C@H]1C(NCC1)=O)NC(=O)[C@@H]1N([C@@H]2CC([C@H]1CC2)(F)F)C([C@@H](NC(C(F)(F)F)=O)CC(C)C)=O (1S,3R,4S)-N-((S)-1-cyano-2-((S)-2-oxopyrrolidin-3-yl)ethyl)-5,5-difluoro-2-((2,2,2-trifluoroacetyl)-L-leucyl)-2-azabicyclo[2.2.2]octane-3-carboxamide